2-(4-Cyano-phenyl)-N-(5,6-dimethoxy-benzothiazol-2-yl)-2-[4-(2-hydroxy-ethoxy)-phenoxy]-acetamide C(#N)C1=CC=C(C=C1)C(C(=O)NC=1SC2=C(N1)C=C(C(=C2)OC)OC)OC2=CC=C(C=C2)OCCO